N-cyclopropyl-2-(difluoromethoxy)-6-methoxy-4-[7-(1-methyl-3-piperidyl)imidazo[1,2-a]pyridin-3-yl]benzamide C1(CC1)NC(C1=C(C=C(C=C1OC)C1=CN=C2N1C=CC(=C2)C2CN(CCC2)C)OC(F)F)=O